[[4-[[(methylamino)carbonyl]amino]phenyl]sulfonyl]-benzamide CNC(=O)NC1=CC=C(C=C1)S(=O)(=O)C1=C(C(=O)N)C=CC=C1